3-(4-bromophenyl)-9-(naphthalen-2-yl)-9H-carbazole BrC1=CC=C(C=C1)C=1C=CC=2N(C3=CC=CC=C3C2C1)C1=CC2=CC=CC=C2C=C1